tert-butyl (8-aminooctyl)carbamate NCCCCCCCCNC(OC(C)(C)C)=O